[5-(3-amino(1H-indazol-5-yl))pyrimidin-2-yl][1-(3-fluoro(2-pyridyl))-isopropyl]amine NC1=NNC2=CC=C(C=C12)C=1C=NC(=NC1)NC(C)(C)C1=NC=CC=C1F